4-(4-{4-[2-(tert-butoxycarbonyl-methyl-amino)-ethyl]-phenylcarbamoyl}-phenyl)-3,6-dihydro-2H-pyridine-1-carboxylic acid tert-butyl ester C(C)(C)(C)OC(=O)N1CCC(=CC1)C1=CC=C(C=C1)C(NC1=CC=C(C=C1)CCN(C)C(=O)OC(C)(C)C)=O